methyl 4-bromo-5-fluoro-2-triisopropylsilyloxybenzoate BrC1=CC(=C(C(=O)OC)C=C1F)O[Si](C(C)C)(C(C)C)C(C)C